C(CCC)N Normal butylamine